[I-].C(C)(C)(C)OC(=O)N1CC(C1)[Zn+] (1-(tert-butoxycarbonyl)azetidin-3-yl)zinc iodide